CP(=O)(C)C1=NC=CC=C1NC1=C(C=CC=C1)F (dimethylphosphoryl)-N-(2-fluorophenyl)pyridin-3-amine